ClC=1C=C(C=CC1)[C@@H]1[C@H](C1)C(=O)NC1=NC=NC(=C1)NCC=1N=C2N(C=C(C=C2N2CC(CC2)N(C)C)C2CC2)C1 (1S,2S)-2-(3-chlorophenyl)-N-(6-(((6-cyclopropyl-8-(3-(dimethylamino)pyrrolidin-1-yl)imidazo[1,2-a]pyridin-2-yl)methyl)amino)pyrimidin-4-yl)cyclopropane-1-carboxamide